COC(=O)C1N(CC(C1)C1=C(C=C(C(=C1)Cl)Cl)OC)C(=O)OC(C)(C)C 4-(4,5-dichloro-2-methoxyphenyl)pyrrolidine-1,2-dicarboxylic acid 1-tert-butyl ester 2-methyl ester